S(=O)(=O)([O-])OOS(=O)(=O)[O-].[NH4+].[NH4+] diammonium peroxydisulphate